C(C)(C)(C)OC(=O)N1C(C[C@H](C1)OCC1=CC=CC=C1)(C(=O)OCC1=CC=CC=C1)CC=CC (4R)-4-(benzyloxy)-2-(but-2-enyl)pyrrolidine-1,2-dicarboxylic acid 2-benzyl 1-tert-butyl ester